(R)-4-((dimethylamino)methyl)-N-(1-(2-methyl-3-(trifluoromethyl)phenyl)ethyl)-7-morpholinophthalazin-1-amine CN(C)CC1=NN=C(C2=CC(=CC=C12)N1CCOCC1)N[C@H](C)C1=C(C(=CC=C1)C(F)(F)F)C